2-(3-chloro-4-(2-fluoro-4-hydroxy-3-isopropylbenzyl)-5-(prop-1-en-2-yl)phenoxy)acetic acid ClC=1C=C(OCC(=O)O)C=C(C1CC1=C(C(=C(C=C1)O)C(C)C)F)C(=C)C